C(C(C)(C)C)(=O)OCC(CO)(C)C 3-hydroxy-2,2-dimethylpropyl pivalate